C1(=CC=CC=C1)C1CC2NC(C=3C=NC4=C(C[C@]5(C(NC=6N=CC(CCCOCCOCCOCCN(C1)C2=O)=CC56)=O)C4)C3)=O (1S)-12-phenyl-17,20,23-trioxa-5,9,14,29,31-pentazahexacyclo[25.5.2.11,4.13,7.110,14.030,33]heptatriaconta-3,5,7(36),27(34),28,30(33)-hexaene-8,32,35-trione